CC1=CC=C(C=C1)C=1C=C(C(N(N1)C=1C=NN(C1)C)=O)C(=O)Cl 6-(4-methylphenyl)-2-(1-methyl-1H-pyrazol-4-yl)-3-oxo-2,3-dihydropyridazine-4-carbonyl chloride